O(C1=CC=CC=C1)C1=CC=C(C=C1)S(=O)(=O)N 4-phenoxybenzenesulfonamide